NN1C([C@H](C[C@@H]1C1=CC=CC=C1)O[Si](C)(C)C(C)(C)C)=O trans-1-amino-3-[tert-butyl-(dimethyl)silyl]oxy-5-phenyl-pyrrolidin-2-one